C(=C)(C)C(CC=CCCO)CCCC 6-isopropenyl-3-decenol